C(#N)C1=C(C=CC=C1)CN1CCC(CC1)CCNC(=O)N1[C@@H](CN(CC1)C1=NC=C(C=N1)C(F)(F)F)C (2R)-N-(2-{1-[(2-cyanophenyl)methyl]piperidin-4-yl}ethyl)-2-methyl-4-[5-(trifluoromethyl)pyrimidin-2-yl]piperazine-1-carboxamide